(γ-isocyanato-n-propyl)trimethoxysilane N(=C=O)CCC[Si](OC)(OC)OC